1-(5-(methoxymethyl)pyridin-2-yl)ethan-1-ol COCC=1C=CC(=NC1)C(C)O